N-(2,4-dichloro-5-(3-methyl-5-oxo-4,5-dihydro-1H-1,2,4-triazole-1-yl)phenyl)acetamide ClC1=C(C=C(C(=C1)Cl)N1N=C(NC1=O)C)NC(C)=O